OCCONC(=O)C1=CC2=C(N(C(=N2)NC=2OC3=C(N2)C=CC(=C3)C(F)(F)F)C)C=C1 N-(2-hydroxyethoxy)-1-methyl-2-((6-(tri-fluoromethyl)benzo[d]-oxazol-2-yl)amino)-1H-benzo[d]imidazole-5-carboxamide